acryloyl-oxyethyl-benzyldimethyl-ammonium chloride [Cl-].C(C=C)(=O)OCC[N+](C)(C)CC1=CC=CC=C1